N-(4-chloro-3-{6-oxo-4-[5-(trifluoromethyl)thiophen-2-yl]-1,6-dihydropyrimidin-2-yl}benzyl)isobutyramide ClC1=C(C=C(CNC(C(C)C)=O)C=C1)C=1NC(C=C(N1)C=1SC(=CC1)C(F)(F)F)=O